7-(3,5-dimethoxybenzyl)-7H-pyrrolo[2,3-h]quinazoline-2,4-diamine COC=1C=C(CN2C=CC=3C2=CC=C2C(=NC(=NC32)N)N)C=C(C1)OC